N-(1-(4-((4-Chloro-3-(4-fluoropiperidin-1-yl)benzyl)oxy)piperidine-1-carbonyl)-1H-pyrazol-3-yl)methanesulfonamide ClC1=C(C=C(COC2CCN(CC2)C(=O)N2N=C(C=C2)NS(=O)(=O)C)C=C1)N1CCC(CC1)F